CN1N=C(C=C1)CC(=O)NN 2-(1-methyl-1H-pyrazol-3-yl)acethydrazide